(S)-N-(3-(6-amino-2-(difluoromethyl)-3,3-difluoro-2,3,4,5-tetrahydropyridin-2-yl)-4-fluorophenyl)-5-cyanopyridineamide NC=1CCC([C@@](N1)(C(F)F)C=1C=C(C=CC1F)NC(=O)C1=NC=C(C=C1)C#N)(F)F